OCC=1C=C(C=C(C1)C1=C(C=CC=C1C)C)NC(OC(C)(C)C)=O tert-butyl (5-(hydroxymethyl)-2',6'-dimethyl-[1,1'-biphenyl]-3-yl)carbamate